2-(azetidin-3-yl)-N3-(6-(trifluoromethoxy)pyridin-3-yl)pyrazine-2,3-diamine N1CC(C1)C1(NC=CN=C1NC=1C=NC(=CC1)OC(F)(F)F)N